2-amino-N-{(1S,2S)-2-[(4-bromophenyl)methoxy]cyclopentyl}-5-(2-methyl-1,3-thiazol-5-yl)pyridine-3-carboxamide NC1=NC=C(C=C1C(=O)N[C@@H]1[C@H](CCC1)OCC1=CC=C(C=C1)Br)C1=CN=C(S1)C